Copper nickel cobalt [Co].[Ni].[Cu]